rubidium lauryl sulfate S(=O)(=O)(OCCCCCCCCCCCC)[O-].[Rb+]